ClC1=CC(=C(C(=C1)C)N1C(=CC=C1)C(CN1CCCC1)=O)C 1-(1-(4-Chloro-2,6-dimethylphenyl)-1H-pyrrol-2-yl)-2-(pyrrolidin-1-yl)ethanone